(R)-N-Boc-pyrrolidine-3-formic acid C(=O)(OC(C)(C)C)N1C[C@@H](CC1)C(=O)O